COC([C@H](C[C@H]1C(NCC1)=O)NC([C@H](CC(C)C)NC(=O)OC1CCN(C2=CC=CC=C12)C(=O)OCCCC)=O)=O butyl 4-((((S)-1-(((S)-1-methoxy-1-oxo-3-((S)-2-oxopyrrolidin-3-yl) propan-2-yl) amino)-4-methyl-1-oxopentan-2-yl) carbamoyl) oxy)-3,4-dihydroquinoline-1(2H)-carboxylate